5-cyclopropyl-1-((4S,5R)-5-ethynyl-4-hydroxy-5-(hydroxymethyl)tetrahydrofuran-2-yl)pyrimidine-2,4(1H,3H)-dione C1(CC1)C=1C(NC(N(C1)C1O[C@@]([C@H](C1)O)(CO)C#C)=O)=O